NC1(CCN(CC1)C(=O)OC(C)(C)C)C(=O)O 4-amino-1-(tert-butoxycarbonyl)piperidine-4-carboxylic acid